phenylsulfanyl-ammonium C1(=CC=CC=C1)S[NH3+]